3-fluoro-5-(trifluoromethyl)benzene-1-sulfonyl chloride FC=1C=C(C=C(C1)C(F)(F)F)S(=O)(=O)Cl